OC(=O)C(F)(F)F.N1(N=NC=C1)C[C@@H]1C[C@H](CN1)NC(=O)C=1OC(=CN1)C1=CC(=CC=C1)C1CC1 N-((3r,5s)-5-((1H-1,2,3-triazol-1-yl)methyl)pyrrolidin-3-yl)-5-(3-cyclopropylphenyl)oxazole-2-carboxamide TFA salt